(S)-(3-chloro-1-methyl-1H-1,2,4-triazol-5-yl)(4-(4-fluoropyrazolo[1,5-a]pyridin-2-yl)-6,7-dihydro-1H-imidazo[4,5-c]pyridin-5(4H)-yl)methanone ClC1=NN(C(=N1)C(=O)N1[C@@H](C2=C(CC1)NC=N2)C2=NN1C(C(=CC=C1)F)=C2)C